4-methoxy-3-nitrobenzonitrile COC1=C(C=C(C#N)C=C1)[N+](=O)[O-]